COC(CC1=C(C=C(C=C1)OC)F)=O (2-fluoro-4-methoxyphenyl)acetic acid methyl ester